CC1=NC=C(C(=C1)C1=CC=2N(C=C1)N=C(C2)NC=2N=NC=CC2)OC2C[C@@H]1CC[C@H](C2)N1C 5-[2-methyl-5-[[(1S,5R)-8-methyl-8-azabicyclo[3.2.1]octan-3-yl]oxy]-4-pyridyl]-N-pyridazin-3-yl-pyrazolo[1,5-a]pyridin-2-amine